(2S)-N-[(1S)-1-[5-(2,4-difluorophenyl)-1H-imidazol-2-yl]ethyl]-2-[(3-methyl-2-oxo-butyl)amino]-4-[(2S)-2-methyl-1-piperidyl]-4-oxo-butanamide FC1=C(C=CC(=C1)F)C1=CN=C(N1)[C@H](C)NC([C@H](CC(=O)N1[C@H](CCCC1)C)NCC(C(C)C)=O)=O